CC1=CC=C(C=C1)S(=O)(=O)O.FC=1C(=CC2=C(C=CO2)C1)COC1=NC(=CC=C1)C1CCNCC1 2-((5-Fluorobenzofuran-6-yl)methoxy)-6-(piperidin-4-yl)pyridine 4-methylbenzenesulfonate